2-(5-fluoropyridin-2-yl)acetamide formate salt C(=O)O.FC=1C=CC(=NC1)CC(=O)N